4-(2-{4-[2-(2-aminoethoxy)ethoxy]phenyl}ethyl)-1-(5-chloro-1H-1,3-benzodiazol-2-yl)-3-[4-(trifluoromethyl)phenyl]-1H-pyrazol-5-ol NCCOCCOC1=CC=C(C=C1)CCC=1C(=NN(C1O)C1=NC2=C(N1)C=CC(=C2)Cl)C2=CC=C(C=C2)C(F)(F)F